tert-butyl (S,E)-7-((2,4-difluorobenzyl)oxy)-2-((3-(7-(dimethylamino)-2-((methoxycarbonyl)amino)-7-oxohept-5-enamido)-2-oxopyridin-1(2H)-yl)methyl)-1H-indole-1-carboxylate FC1=C(COC=2C=CC=C3C=C(N(C23)C(=O)OC(C)(C)C)CN2C(C(=CC=C2)NC([C@H](CC\C=C\C(=O)N(C)C)NC(=O)OC)=O)=O)C=CC(=C1)F